2-chloro-4-{2-[2-(naphthalene-2-sulfonamido)phenyl]ethynyl}benzoic acid ClC1=C(C(=O)O)C=CC(=C1)C#CC1=C(C=CC=C1)NS(=O)(=O)C1=CC2=CC=CC=C2C=C1